FC(O[C@@H]1CC[C@H](CC1)NC=1N=C(C2=C(N1)NC=C2C=2C=C(C=1N(C2)C=CN1)F)OC)F N-(trans-4-(difluoromethoxy)cyclohexyl)-5-(8-fluoroimidazo[1,2-a]pyridin-6-yl)-4-methoxy-7H-pyrrolo[2,3-d]pyrimidin-2-amine